4-chloro-6-(2-methylpyrazol-3-yl)pyrimidine ClC1=NC=NC(=C1)C=1N(N=CC1)C